BrC1=CC=C(C=C1)NC(C(=O)C1=C(C=C(C=C1)OC1=CC=NC2=CC(=C(C=C12)C)C)F)=O (4-bromophenyl)-2-(4-((6,7-dimethylquinolin-4-yl)oxy)-2-fluorophenyl)-2-oxoacetamide